C(C)(C)(C)OC(=O)N1CC(N(C(C1)=O)CC1=CC=CC=C1)C=1C=C2C=NN(C2=CC1C)C1=CC=C(C=C1)F 4-benzyl-3-(1-(4-fluorophenyl)-6-methyl-1H-indazol-5-yl)-5-oxopiperazine-1-carboxylic acid tert-butyl ester